CC1=C(COC=2C=C(OCCN)C=CC2)C(=CC=C1)C 2-(3-(2,6-dimethylbenzyloxy)phenoxy)ethanamine